BrC1=CC=C2C(=NC(=NC2=C1F)OCC1(CC1)CN(C)C)N1CC2CCC(C1)N2C(=O)OC(C)(C)C tert-butyl 3-[7-bromo-2-[[1-[(dimethylamino)methyl]cyclopropyl]methoxy]-8-fluoro-quinazolin-4-yl]-3,8-diazabicyclo[3.2.1]octane-8-carboxylate